2-(4-hydroxymethylphenyl)-4-(4-hydroxybutyl)-1,3,2-dioxaborole OCC1=CC=C(C=C1)B1OC=C(O1)CCCCO